FC1=C(C=C(C=C1)F)[C@@H]1N(CCC1)C1=CNCN1CC1CCOCC1 (R)-5-(2-(2,5-Difluorophenyl)pyrrolidin-1-yl)-N-((tetrahydro-2H-pyran-4-yl)methyl)-3H-imidazole